C1(CC1)N(C1=C(C(=NC=N1)NCC1(CCOCC1)CC(=O)NCC(=O)O)F)CC1=CC=C(C=C1)C(F)(F)F 2-[[2-[4-[[[6-[cyclopropyl-[[4-(trifluoromethyl)phenyl]methyl]amino]-5-fluoro-pyrimidin-4-yl]amino]methyl]tetrahydropyran-4-yl]acetyl]amino]acetic acid